FC1(OC2=C(O1)C=CC(=C2)C(=O)NC=2SC1=C(N2)C=CC(=C1)F)F 2,2-difluoro-N-(6-fluorobenzo[d]thiazol-2-yl)benzo[d][1,3]dioxole-5-carboxamide